4-(4-(2-(2,6-dioxopiperidin-3-yl)-6-fluoro-1,3-dioxoisoindolin-5-yl)piperazin-1-yl)butanoic acid O=C1NC(CCC1N1C(C2=CC(=C(C=C2C1=O)N1CCN(CC1)CCCC(=O)O)F)=O)=O